C(C)C1OC2(OC1)CC1=C(C=C(S1)NC(C)=O)CC2 Ethyl-2-(acetylamino)-4,7-dihydro-5H-spiro[1-benzothiophene-6,2'-[1,3]dioxolane]